Tert-Butyl 2-(benzyloxy)-6-((((2S,3R)-3-hydroxy-1-(methylamino)-1-oxobutan-2-yl)(methyl)amino)methyl)-1-oxo-2,5-diazaspiro[3.4]octane-5-carboxylate C(C1=CC=CC=C1)ON1C(C2(C1)N(C(CC2)CN(C)[C@H](C(=O)NC)[C@@H](C)O)C(=O)OC(C)(C)C)=O